OC(CCCCCCCCCCCCCC(=O)O)CC=CCCCCCC 15-Hydroxy-tetracos-17-enoic acid